ClC1=C(C(=CC=C1)Cl)C=1OC(=CN1)NC1=CC=C(C=C1)C(=O)N1CCOCC1 2-(2,6-Dichlorophenyl)-5-[4-(morpholin-4-carbonyl)-phenylamino]-oxazol